n-methyl-1-(2-(trifluoromethyl)-4-(1-((3S,5R)-3,4,5-trimethylpiperazin-1-yl)-[1,2,4]triazolo[4,3-a]quinoxalin-8-yl)phenyl)piperidin-4-amine CNC1CCN(CC1)C1=C(C=C(C=C1)C1=CC=C2N=CC=3N(C2=C1)C(=NN3)N3C[C@@H](N([C@@H](C3)C)C)C)C(F)(F)F